5-methyl-4-(1-methylindol-3-yl)pyrimidin-2-amine CC=1C(=NC(=NC1)N)C1=CN(C2=CC=CC=C12)C